tert-butyl 4-{3-ethoxy-2-[2-(4-fluorophenyl)ethyl]-3-oxopropanoyl}piperidine-1-carboxylate C(C)OC(C(C(=O)C1CCN(CC1)C(=O)OC(C)(C)C)CCC1=CC=C(C=C1)F)=O